O1C2=C(OCC1)C=C(C=C2)NC=2N=C(C1=C(N2)NC=C1)NC1=C(C=CC=C1)P(C)(C)=O (2-((2-((2,3-dihydrobenzo[b][1,4]dioxin-6-yl)amino)-7H-pyrrolo[2,3-d]pyrimidin-4-yl)amino)phenyl)dimethylphosphine oxide